C12CC3=CC=CC3=CCC2C2=C=CC1C2 tetracyclo[8.4.0.111,14.03,7]pentadec-3,5,7,12,11-pentaene